tert-butyl (S)-4-(1-((2,8-dimethylimidazo[1,2-a]pyridin-6-yl)carbamoyl)-2,3-dihydro-1H-pyrrolo[2,3-b]pyridin-4-yl)-2-methylpiperazine-1-carboxylate CC=1N=C2N(C=C(C=C2C)NC(=O)N2CCC=3C2=NC=CC3N3C[C@@H](N(CC3)C(=O)OC(C)(C)C)C)C1